C(C1=CC=CC=C1)OC1=CC=C(C=C1)C1=NC2=C(C=CC(=C2C=C1OC)Cl)Cl 2-(4-benzyloxyphenyl)-5,8-dichloro-3-methoxy-quinoline